FC=1C(=C(C=C(C1F)C(C)C)[C@@H](C(=O)O)N1C[C@@H](CC1)OCCCCCC1=NC=2NCCCC2C=C1)OC (S)-2-(3,4-difluoro-5-isopropyl-2-methoxyphenyl)-2-((R)-3-((5-(5,6,7,8-tetrahydro-1,8-naphthyridin-2-yl)pentyl)oxy)pyrrolidin-1-yl)acetic acid